FC(S(=O)(=O)OCCBr)(F)F 2-BROMOETHYL TRIFLUOROMETHANESULFONATE